C(C)(C)(C)OC(N(C)C1=C(C=CC(=C1)C=O)Cl)=O N-(2-chloro-5-formylphenyl)-N-methylcarbamic acid tert-butyl ester